2-((1r,3r)-3-(3-bromo-5-fluorophenyl)-3-(4-methyl-4H-1,2,4-triazol-3-yl)cyclobutyl)acetonitrile BrC=1C=C(C=C(C1)F)C1(CC(C1)CC#N)C1=NN=CN1C